FC(C1=NC(=NC(=N1)C(F)(F)F)N1[C@H](C=2NC3=CC=C(C=C3C2CC1)Cl)CCCC)(F)F (1S)-2-[4,6-bis(trifluoromethyl)-1,3,5-triazin-2-yl]-1-butyl-6-chloro-2,3,4,9-tetrahydro-1H-pyrido[3,4-b]indole